NC1=CC=C2C=CN(C(C2=C1)=O)C(C)C 7-amino-2-isopropylisoquinolin-1(2H)-one